F[C@@H]1C[C@@]2(CCCN2C1)COC=1N=C(C2=C(N1)C(=C(N=C2)C2=CC(=CC1=CC=C(C(=C21)C#C)F)O)F)N2CCOCC(C2)C 4-(2-{[(2r,7as)-2-fluoro-hexahydro-1H-pyrrolizin-7a-yl]methoxy}-8-fluoro-4-(6-methyl-1,4-oxazepan-4-yl)pyrido[4,3-d]pyrimidin-7-yl)-5-ethynyl-6-fluoronaphthalene-2-ol